4-methylsulfonylmethyl-2,2-dioxa-1,3,2-dioxathiolane CS(=O)(=O)CC1OSOC1